O(C#N)C1=C(C(=CC=C1)C)C 1-cyanato-2,3-dimethylbenzene